N1(CCCC1)C=1OC2=C(N1)C=CC=C2 2-(pyrrolidin-1-yl)benzo[d]oxazole